ethyl 6,7-difluoro-1-(4-(2-hydroxyethoxy)phenyl)-4-oxo-1,4-dihydroquinoline-3-carboxylate FC=1C=C2C(C(=CN(C2=CC1F)C1=CC=C(C=C1)OCCO)C(=O)OCC)=O